CC1=C(OC=2CCC=3C=NNC3C21)C(=O)NC[C@H]2OCCC2 8-Methyl-N-[(2S)-tetrahydrofuran-2-ylmethyl]-4,5-dihydro-1H-furo[2,3-g]indazole-7-carboxamide